hexatriaconta-16,24,26,28-tetraene-2,3,10,14,20-pentone CC(C(CCCCCCC(CCCC(CC=CCCC(CCCC=CC=CC=CCCCCCCC)=O)=O)=O)=O)=O